C(=CCCCCCCCCCCCCCCCC)N1C=C(C(C=C1)=O)OC(=O)C(C)(C)C N-octadecenyl-3-t-butylcarbonyloxy-pyridin-4-one